[Cl].[Ni].[Ni].BrC=1C=C(N(N1)C1=NC=C(C=C1Cl)Cl)C(=O)NC1=C(C=C(C=C1C(NC)=O)Cl)Cl 5-bromo-N-[2,4-dichloro-6-(methylcarbamoyl)phenyl]-2-(3,5-dichloro-2-pyridinyl)pyrazole-3-carboxamide di-nickel chlorine